BrC1=C(OC(C2=C1C=CC=C2)=O)C(C)O 4-bromo-3-(1-hydroxyethyl)-1H-2-benzopyran-1-one